FC(C=1N=CC(=NC1)C1CC2(CN(C2)C(=O)N2CC3(C2)NC(OC3)=O)C1)(F)F 2-[6-[5-(trifluoromethyl)pyrazin-2-yl]-2-azaspiro[3.3]heptane-2-carbonyl]-7-oxa-2,5-diazaspiro[3.4]octan-6-one